CC=1C(=NN(C1)COCC[Si](C)(C)C)[C@@H]1[C@@H](N(CCC1)C(=O)OC)COC1CCNCC1 Methyl (CIS)-3-(4-methyl-1-((2-(trimethylsilyl)ethoxy)methyl)-1H-pyrazol-3-yl)-2-((piperidin-4-yloxy)methyl)piperidine-1-carboxylate